ethyl 2-(3-phenylpropoxy)cyclopropane-1-carboxylate C1(=CC=CC=C1)CCCOC1C(C1)C(=O)OCC